rac-N-((4R,5R)-3-(((tert-butyldimethylsilyl)oxy)methyl)-1,4-dicyclopropyl-7-ethyl-6-oxo-4,5,6,7-tetrahydro-1H-pyrazolo[3,4-b]pyridin-5-yl)-3-(trifluoromethyl)benzamide [Si](C)(C)(C(C)(C)C)OCC1=NN(C=2N(C([C@@H]([C@@H](C21)C2CC2)NC(C2=CC(=CC=C2)C(F)(F)F)=O)=O)CC)C2CC2 |r|